(2S,4S)-4-fluoro-1-[2-[4-(5-isoquinolyloxy)-1-piperidyl]acetyl]pyrrolidine-2-carbonitrile F[C@H]1C[C@H](N(C1)C(CN1CCC(CC1)OC1=C2C=CN=CC2=CC=C1)=O)C#N